(R)-2-amino-5-(2-((6-amino-9H-purin-9-yl)methyl)-3,4-dichlorophenoxy)pentan-1-ol N[C@@H](CO)CCCOC1=C(C(=C(C=C1)Cl)Cl)CN1C2=NC=NC(=C2N=C1)N